2-[(5-chloro-1H-indole-2-carbonyl)amino]-3-phenylpropanoic acid ClC=1C=C2C=C(NC2=CC1)C(=O)NC(C(=O)O)CC1=CC=CC=C1